FC1=C(C=C(C=C1)NC(=O)NC1=CC(=CC=C1)F)C(=O)C=1C=C2N=C(C=NC2=CC1)C 1-(4-fluoro-3-(3-methylquinoxaline-6-carbonyl)phenyl)-3-(3-fluorophenyl)urea